FC1=C(C=CC=C1B1OC(C(O1)(C)C)(C)C)N(C=1C(=NN(C1C)C)C)C N-(2-fluoro-3-(4,4,5,5-tetramethyl-1,3,2-dioxaborolan-2-yl)phenyl)-N,1,3,5-tetramethyl-1H-pyrazol-4-amine